ClC1=CC=C(C=C1)C1=C(CCC(C1)(C)C)CN1C2CN(C(C1)CC2)CC=2C=C1CN(C(C1=CC2F)=O)C2C(NC(CC2)=O)=O 3-(5-((5-((4'-chloro-5,5-dimethyl-3,4,5,6-tetrahydro-[1,1'-biphenyl]-2-yl)methyl)-2,5-diazabicyclo[2.2.2]octan-2-yl)methyl)-6-fluoro-1-oxoisoindolin-2-yl)piperidine-2,6-dione